NCC(C[Si](C)(C)OC(C)C)C 3-amino-2-methylpropyl(isopropoxydimethylsilane)